N-((5-(4-(tert-butyl)phenyl)-1-methyl-1H-1,2,4-triazol-3-yl)methyl)-N-methylcyclopropanamine C(C)(C)(C)C1=CC=C(C=C1)C1=NC(=NN1C)CN(C1CC1)C